C(CCC)C(=CCCCCCO)CCCC 7-butylundec-6-en-1-ol